COC(=O)C1=NC=NC(=C1)C1=CC(=CC=C1)Cl 6-(3-chlorophenyl)pyrimidine-4-carboxylic acid methyl ester